C(C)(C)(C)OC(=O)N[C@@H](CCCCN)C(=O)O (e)-t-butoxycarbonyllysine